tosyl-L-valine S(=O)(=O)(C1=CC=C(C)C=C1)N[C@@H](C(C)C)C(=O)O